FC=1C=C2C(=CNC2=CC1)C1=CC=C(C=C1)C(=O)N1CCC(CC1)C=1NC=C(N1)C (4-(5-fluoro-1H-indol-3-yl)phenyl)(4-(4-methyl-1H-imidazol-2-yl)piperidin-1-yl)methanone